5-chloro-3-isopropyl-N-(naphthalen-1-ylmethyl)pyrazolo[1,5-a]pyrimidin-7-amine ClC1=NC=2N(C(=C1)NCC1=CC=CC3=CC=CC=C13)N=CC2C(C)C